C(C)O\C(=C/OC1=CC=C(C=C1)CN1N=CC(=C1)CO)\C(F)(F)F 1-[[4-[[(1Z)-2-ethoxy-3,3,3-trifluoro-1-propen-1-yl]oxy]-phenyl]methyl]-1H-pyrazole-4-methanol